1,3-di-tert-butoxypropane C(C)(C)(C)OCCCOC(C)(C)C